ClC1=C(C=C(C=C1)N1CCN(CC1)CC=1C=C(C=CC1C(F)(F)F)N(CCN(C)C)C)C N1-(3-((4-(4-chloro-3-methylphenyl)piperazin-1-yl)methyl)-4-(trifluoromethyl)phenyl)-N1,N2,N2-trimethylethan-1,2-diamine